FC1=CC=C(C=C1)C(CO)C 2-(4-fluorophenyl)propanol